OC1=CC(=CC=2CCC3=CC=C(C(=C3C12)O)OC)OC 4,5-dihydroxyl-2,6-dimethoxy-9,10-dihydrophenanthrene